(S)-2-(6-(3-((tert-butyldimethylsilyl)oxy)pyrrolidin-1-yl)-2-fluoropyridin-3-yl)-6,7-dihydrothiazolo[5,4-c]pyridin-4(5H)-one [Si](C)(C)(C(C)(C)C)O[C@@H]1CN(CC1)C1=CC=C(C(=N1)F)C=1SC=2C(NCCC2N1)=O